2'-([(2S)-1,4-dioxan-2-yl]methyl)-8'-methyl-2',5'-dihydrospiro[cyclopropane-1,4'-furo[2,3-g]indazole]-7'-carboxylic acid O1[C@H](COCC1)CN1N=C2C3=C(CC4(C2=C1)CC4)OC(=C3C)C(=O)O